1-(1H-indol-3-yl)-2-propylamine N1C=C(C2=CC=CC=C12)CC(C)N